(S)-(-)-4-chloro-3-hydroxybutyronitrile C(C#N)[C@@H](CCl)O